NC=1NC(C2=C(N1)NC(=C2C2=C(C(=CC=C2)OC)OC)C2=CC=C(C=C2)S(=O)(=O)N(C)C)=O 4-(2-Amino-5-(2,3-dimethoxyphenyl)-4-oxo-4,7-dihydro-3H-pyrrolo[2,3-d]pyrimidin-6-yl)-N,N-dimethylbenzenesulfonamide